2-fluoro-4-(1-(5-formyl-1H-indol-1-yl)ethyl)benzonitrile FC1=C(C#N)C=CC(=C1)C(C)N1C=CC2=CC(=CC=C12)C=O